CC1=CC=C(OCC2C3C=CC(C2)C3)C=C1 5-(p-methylphenoxymethyl)-bicyclo[2.2.1]Hept-2-ene